α-D-mannose O[C@@H]1[C@@H](O)[C@@H](O)[C@H](O)[C@H](O1)CO